6-(2-chlorophenyl)-2-{[4-(4-methylpiperazin-1-yl)phenyl]amino}pyrimido[5,4-e][1,2,4]triazolo[4,3-a]pyrimidin-5(6H)-one ClC1=C(C=CC=C1)N1C=2N(C3=C(C1=O)C=NC(=N3)NC3=CC=C(C=C3)N3CCN(CC3)C)C=NN2